OC(C=1N=C(SC1)NC(OC(C)(C)C)=O)C=1C=CC=C2C=CC=NC12 tert-butyl N-[4-[hydroxy (quinolin-8-yl)methyl]-1,3-thiazol-2-yl]carbamate